F[P-](F)(F)(F)(F)F.C1(=CC=CC=C1)SC1=CC=C(C=C1)[SH2+] [4-(phenylthio)phenyl]sulfonium hexafluorophosphate